N,N,2-trimethyl-4-(methylamino)-5-nitro-benzenesulfonamide CN(S(=O)(=O)C1=C(C=C(C(=C1)[N+](=O)[O-])NC)C)C